ethyl 4-(5-cyclopropyl-7-tosyl-7H-pyrrolo[2,3-d]pyrimidin-4-yl)piperazine-1-carboxylate C1(CC1)C1=CN(C=2N=CN=C(C21)N2CCN(CC2)C(=O)OCC)S(=O)(=O)C2=CC=C(C)C=C2